1,2-diphenylethyl ((S)-1-(((S)-1-hydroxy-3-((S)-2-oxopyrrolidin-3-yl)propan-2-yl)amino)-4-methyl-1-oxopentan-2-yl)carbamate OC[C@H](C[C@H]1C(NCC1)=O)NC([C@H](CC(C)C)NC(OC(CC1=CC=CC=C1)C1=CC=CC=C1)=O)=O